4,4'-diisothiocyanatostilbene-2,2'-disulfonic acid disodium salt [Na+].[Na+].N(=C=S)C=1C=C(C(=CC1)C=CC=1C(=CC(=CC1)N=C=S)S(=O)(=O)[O-])S(=O)(=O)[O-]